FC(C)(F)C1=NC(=C(C(=N1)C)S(=O)(=O)N1CC2(C1)CN(C2)C2CCOCC2)C 2-((2-(1,1-Difluoroethyl)-4,6-dimethylpyrimidin-5-yl)sulfonyl)-6-(tetrahydro-2H-pyran-4-yl)-2,6-diazaspiro[3.3]heptane